C(C)(C)(C)C1=NN(C(=C1)NC(=O)C1=CSC=2CN(CCC21)C(=O)C2=CN=C1N2C=CC=C1)CC N-(3-(tert-butyl)-1-ethyl-1H-pyrazol-5-yl)-6-(imidazo[1,2-a]pyridine-3-carbonyl)-4,5,6,7-tetrahydrothieno[2,3-c]pyridine-3-carboxamide